2-amino-4-fluorobenzo[d]thiazole-6-carboxylic acid ethyl ester C(C)OC(=O)C1=CC2=C(N=C(S2)N)C(=C1)F